ClC=1C=C(C=CC1F)N(C(=O)[C@H]1NC[C@@](C1)(F)C#N)C (2S,4R)-N-(3-chloro-4-fluorophenyl)-4-cyano-4-fluoro-N-methylpyrrolidine-2-carboxamide